C(C)(C)(C)C(C(=O)[O-])(C=O)C1=NC(=CC=C1[N+](=O)[O-])Cl tert-butyl-(6-chloro-3-nitropyridin-2-yl)-3-oxopropanoate